3-(Cyclobutoxy)-5-methylbenzoic acid methyl ester COC(C1=CC(=CC(=C1)C)OC1CCC1)=O